[N+](=O)([O-])C1=C(C=CC(=C1)[N+](=O)[O-])N=NC1=C(C2=CC=CC=C2C=C1)O 2-(2,4-dinitrophenylazo)-1-hydroxynaphthalene